(S)-3-(3-chloro-4-fluorophenyl)-1-(1-(6-chloro-1-oxo-1,2-dihydroisoquinolin-4-yl)ethyl)-1-methylurea ClC=1C=C(C=CC1F)NC(N(C)[C@@H](C)C1=CNC(C2=CC=C(C=C12)Cl)=O)=O